2-(4-methylpiperazin-1-yl)-5,8-dihydropyrido[3,4-d]pyrimidin CN1CCN(CC1)C=1N=CC2=C(N1)CN=CC2